N-((2-(6-(2-ethyl-5-fluoro-4-hydroxyphenyl)-1H-indazol-3-yl)-1H-imidazol-4-yl)methyl)cyclopropanesulfonamide C(C)C1=C(C=C(C(=C1)O)F)C1=CC=C2C(=NNC2=C1)C=1NC=C(N1)CNS(=O)(=O)C1CC1